OCCOC1=CC(=NC=C1)C=1N=C(C2=C(N1)SC(=C2C)C)N(CC(=O)NC=2C=NC(=CC2)OC)C 2-([2-[4-(2-hydroxyethoxy)pyridin-2-yl]-5,6-dimethylthieno[2,3-d]pyrimidin-4-yl](methyl)amino)-N-(6-methoxypyridin-3-yl)acetamide